N(=[N+]=[N-])[C@@H]1[C@H]([C@@H](O[C@H]2[C@@H]1OC(OC2)C2=CC=CC=C2)C2=NC(=NN2C2=C(C=CC(=C2)Cl)C(F)(F)F)C)O (4aR,6S,7R,8R,8aR)-8-azido-6-(1-(5-chloro-2-(trifluoromethyl)phenyl)-3-methyl-1H-1,2,4-triazol-5-yl)-2-phenylhexahydropyrano[3,2-d][1,3]dioxin-7-ol